Cl.N[C@H](C[C@@H](O)C=1SC=C(N1)C(=O)OCC)C(C)C Ethyl 2-((1R,3R)-3-amino-1-hydroxy-4-methylpentyl)thiazole-4-carboxylate hydrochloride